1H-pyrazol-5-yl-1,3-dimethyl-1H-pyrazole-4-carboxylate N1N=CC=C1OC(=O)C=1C(=NN(C1)C)C